3-fluoro-1-methylindazole-5-carbonitrile FC1=NN(C2=CC=C(C=C12)C#N)C